C(C1=CC=CC=C1)[N-]CCCCCCCCCCCCCCCC N-benzyl-hexadecyl-amide